ClC1=C(C=C(C=C1F)C=1N=NN(C1)[C@@H]1[C@H]([C@@H](SC2=C(C=CC(=C2)Cl)C(=O)N2CCC2)O[C@@H]([C@@H]1O)CO)OC)F 2-(N-azetidinyl-carbonyl)-5-chlorophenyl 3-[4-(4-chloro-3,5-difluorophenyl)-1H-1,2,3-triazol-1-yl]-3-deoxy-2-O-methyl-1-thio-α-D-galactopyranoside